tert-Butyl (1R,2R)-1-(5-bromopyridin-3-yl)-2-phenylpropylcarbamate BrC=1C=C(C=NC1)[C@@H]([C@H](C)C1=CC=CC=C1)NC(OC(C)(C)C)=O